COC1=CC=C(CN2N=NC3=C2N=CNC3=O)C=C1 3-(4-methoxybenzyl)-3,6-dihydro-7H-[1,2,3]triazolo[4,5-d]pyrimidin-7-one